tert-butyl 5-methyl-4-[(trimethylsilyl) oxy]-1,2,3,6-tetrahydropyridine-1-carboxylate CC1=C(CCN(C1)C(=O)OC(C)(C)C)O[Si](C)(C)C